C(C)(C)(C)OC(=O)N1CC2(CC1)CCN(CC2)C2=CC1=C(N(C=N1)C=1C(=NC(=CC1)OCC1=CC=CC=C1)OCC1=CC=CC=C1)C=C2.FC=2C=C(OC1=CC=C3C(CCOC3=C1OC)=O)C=CC2F 7-(3,4-difluorophenoxy)-8-methoxychroman-4-one tert-butyl-8-[1-(2,6-dibenzyloxy-3-pyridyl)benzimidazol-5-yl]-2,8-diazaspiro[4.5]decane-2-carboxylate